NC[PH3+] Aminomethylphosphonium